tri(2,3-di-tert-butylphenyl) phosphite P(OC1=C(C(=CC=C1)C(C)(C)C)C(C)(C)C)(OC1=C(C(=CC=C1)C(C)(C)C)C(C)(C)C)OC1=C(C(=CC=C1)C(C)(C)C)C(C)(C)C